C(CCCCCCCCCCCC=CCCCCCCCC)(=O)OCCCCCCCCCCCCCCCCCCCCCCCCC(CC)C 25-methylheptacosyl docos-13-enoate